[C@@H]1([C@H](O)C[C@@H](CO)O1)N1C(=O)N=C(N)C=C1 3'-deoxycytidine